N-(2-Fluoro-3-(5-(2-chloro-4-methoxyphenyl)-1H-pyrrolo[2,3-b]pyridin-3-carbonyl)phenyl)butansulfonamid FC1=C(C=CC=C1C(=O)C1=CNC2=NC=C(C=C21)C2=C(C=C(C=C2)OC)Cl)NS(=O)(=O)CCCC